cyclopentyl[1-(2,2,2-trifluoroethyl)cyclopropyl] carbamate C(N)(OC1(C(C1)C1CCCC1)CC(F)(F)F)=O